[Cs].[I] iodine cesium